4-chloro-7-nitrobenzo-2,1,3-oxadiazole potassium carbonate C([O-])([O-])=O.[K+].ClC1=CC=C(C2=NON=C21)[N+](=O)[O-].[K+]